(1R,2S)-2-(5-(tert-butyl)-3-((7-chloro-1-methyl-6-(pyrazolo[1,5-a]pyrazin-3-yloxy)-1H-imidazo[4,5-b]pyridin-2-yl)amino)-1H-pyrazol-1-yl)cyclopentan-1-ol C(C)(C)(C)C1=CC(=NN1[C@@H]1[C@@H](CCC1)O)NC=1N(C=2C(=NC=C(C2Cl)OC=2C=NN3C2C=NC=C3)N1)C